CN1C(CC(CC1(C)C)OC(CCCCCCCCC(=O)OC1CC(N(C(C1)(C)C)C)(C)C)=O)(C)C.C(C)[Si](OCCOCC)(OCCOCC)OCCOCC ethyl-tris-(2-ethoxyethoxy)silane bis(1,2,2,6,6-pentamethyl-4-piperidyl)-sebacate